C(C#C)NC([O-])=O N-prop-2-ynyl-carbamate